ClC1=CC=C(C=C1)NC(NCCC=1C=NC=CC1)=O 3-(4-Chlorophenyl)1-[2-(pyridin-3-yl)ethyl]urea